5-hydroxybenzyl ketone OC=1C=CC=C(CC(=O)CC2=CC=CC(=C2)O)C1